Tert-butyl N-[[3-[[(1s,4S)-5-propan-2-yl-2,5-diazabicyclo[2.2.1]heptan-2-yl]methyl]-1-bicyclo[1.1.1]pentanyl]methyl]carbamate CC(C)N1[C@@H]2CN([C@H](C1)C2)CC21CC(C2)(C1)CNC(OC(C)(C)C)=O